4-[(1-methylethylidene)bis(oxymethylene)]bis-Benzenamine CC(C)(OCC1=C(C=CC=C1)N)OCC1=C(C=CC=C1)N